3,5-DIFLUORO-4-(HYDROXYMETHYL)PHENYLBORONIC ACID FC=1C=C(C=C(C1CO)F)B(O)O